6-chloro-1-(naphthalen-2-yl)-1H-pyrrolo[2,3-b]pyridine ClC1=CC=C2C(=N1)N(C=C2)C2=CC1=CC=CC=C1C=C2